P(=O)(O)(O)O.O water orthophosphate